6,7-difluoro-N-(3-sulfamoylphenyl)quinoline-3-carboxamide FC=1C=C2C=C(C=NC2=CC1F)C(=O)NC1=CC(=CC=C1)S(N)(=O)=O